(S)-1-ethyl-N-(1-methylcyclopropyl)-4-((2-methylthiazol-5-yl)methyl)-5-oxo-1,2,4,5-tetrahydroimidazo[1,2-a]-quinazoline-7-sulfonamide C(C)[C@H]1CN=C2N1C1=CC=C(C=C1C(N2CC2=CN=C(S2)C)=O)S(=O)(=O)NC2(CC2)C